OC(C(=O)OCC)CC ethyl (3S)-hydroxybutyrate